(Z)-4-[4-[(E)-3-[4-[(E)-3-[4-[[(E)-3-Carboxyprop-2-enoyl]amino]phenyl]-3-oxoprop-1-enyl]phenyl]prop-2-enoyl]anilino]-4-oxobut-2-enoic acid C(=O)(O)/C=C/C(=O)NC1=CC=C(C=C1)C(/C=C/C1=CC=C(C=C1)/C=C/C(=O)C1=CC=C(NC(\C=C/C(=O)O)=O)C=C1)=O